2-(2-imidazolyl)pyridine N1C(=NC=C1)C1=NC=CC=C1